5-chloro-N-(5-chloro-4-(4-(dimethylamino)piperidin-1-yl)-2-methoxyphenyl)-4-(1-(ethylsulfanyl)-1H-indol-3-yl)pyrimidin-2-amine ClC=1C(=NC(=NC1)NC1=C(C=C(C(=C1)Cl)N1CCC(CC1)N(C)C)OC)C1=CN(C2=CC=CC=C12)SCC